4-[[2-(5-Fluoro-2-hydroxy-phenyl)acetyl]amino]-N-[3-(hydroxymethyl)tetrahydrofuran-3-yl]pyridine-2-carboxamide FC=1C=CC(=C(C1)CC(=O)NC1=CC(=NC=C1)C(=O)NC1(COCC1)CO)O